FC=1C=C(C=C(C1)OC)N1C(=NC2=C1C=CC(=C2)N)CSC2=CC(=NC=C2)C(F)(F)F (3-Fluoro-5-methoxyphenyl)-2-(((2-(trifluoromethyl)pyridin-4-yl)thio)methyl)-1H-benzo[d]imidazol-5-amine